C(#N)N1C[C@@H](CC1)NC(C1=C(C(=C(C=C1)C=1C=NN(C1)C)OC)F)=O (R)-N-(1-cyanopyrrolidin-3-yl)-2-fluoro-3-methoxy-4-(1-methyl-1H-pyrazol-4-yl)benzamide